Cl.NCC1(CC1)C1=CC=C(C=C1)C=1C=2C=3C(C(NC2C(=CC1O)SC)=O)=CSC3 9-(4-(1-Aminomethylcyclopropyl)phenyl)-8-hydroxy-6-methylthiothieno[3,4-c]quinolin-4(5H)-one hydrochloride